7-methoxy-N-(2-methylpropyl)-6-[3-(pyrrolidin-1-yl)propoxy]-1H,2H,3H-cyclopenta[b]quinolin COC1=CC=2C=C3C(N(C2C=C1OCCCN1CCCC1)CC(C)C)CCC3